(3S,4R)-4-((4-(3-((cyclopropylamino)methyl)-4-isopropylquinolin-6-yl)-5-fluoropyrimidin-2-yl)amino)tetrahydro-2H-pyran-3-ol C1(CC1)NCC=1C=NC2=CC=C(C=C2C1C(C)C)C1=NC(=NC=C1F)N[C@H]1[C@@H](COCC1)O